1-(bicyclo[1.1.1]pentan-1-yl)-4-((6-(2-fluorophenyl)pyridazin-3-yl)methyl)piperazine-2,3-dione C12(CC(C1)C2)N2C(C(N(CC2)CC=2N=NC(=CC2)C2=C(C=CC=C2)F)=O)=O